ClC1=CC=C(C=C1)C1=CC2=C(N=C(N=C2)NC2=CC(=C(C=C2)N2CCN(CC2)C)C)N(C1=O)C1CCC(CC1)NC(CC)=O N-((1R,4R)-4-(6-(4-chlorophenyl)-2-((3-methyl-4-(4-methylpiperazin-1-yl)phenyl)amino)-7-oxopyrido[2,3-d]pyrimidin-8(7H)-yl)cyclohexyl)propanamide